C(CCC)C1=C(C(=NN1CC(C)C)CC)O 5-n-Butyl-1-isobutyl-3-ethyl-4-hydroxy-pyrazol